FC(C(=O)O)(F)F.COCCOCCOCCOCCOCCOCCOC1=C(C=C(C=C1)B1OC(C(O1)(C)C)(C)C)C=1C=C2C(=NN=C(C2=CC1)N)C 6-[2-[2-[2-[2-[2-[2-(2-methoxyethoxy)ethoxy]ethoxy]ethoxy]ethoxy]ethoxy]-5-(4,4,5,5-tetramethyl-1,3,2-dioxaborolan-2-yl)phenyl]-4-methylphthalazin-1-amine trifluoroacetic Acid Salt